Br.ClC=1C=C(C=CC1F)\N=C(/N)\SCC1=C(C=CC(=C1)Br)C(NCC1=CC=C(C=C1)C#N)=O 5-Bromo-2-((4-cyanobenzyl)carbamoyl)benzyl (E)-N'-(3-chloro-4-fluorophenyl)carbamimidothioate hydrobromide